(E)-4-ethynylstyryl-anthracene C(#C)C1=CC=C(/C=C/C2=CC=CC3=CC4=CC=CC=C4C=C23)C=C1